BrC=1N=C(N(N1)CC)NC=1C=C2C(=CC1)C(NCC21CC1)=O 6-[(5-bromo-2-ethyl-1,2,4-triazol-3-yl)amino]spiro[2,3-dihydroisoquinoline-4,1'-cyclopropane]-1-one